OC(COC(C=C)=O)COC(C=C)=O 2-hydroxy-1,3-diacryloyloxypropane